4-(2-oxo-6-{4-[4-(propan-2-yl)piperazin-1-yl]phenyl}-1,2-dihydro-quinolin-3-yl)benzoic acid O=C1NC2=CC=C(C=C2C=C1C1=CC=C(C(=O)O)C=C1)C1=CC=C(C=C1)N1CCN(CC1)C(C)C